O1CCN(CC1)CC=1C=CC(=NC1)N1N=CC(=C1)C1=C2C(=NC=C1)NC=N2 7-(1-(5-(morpholinomethyl)pyridin-2-yl)-1H-pyrazol-4-yl)-3H-imidazo[4,5-b]pyridine